C1(CCCC1)C(NC(OC(C)(C)C)=O)C1=NC=2N(C(NC(C2N1C)=O)=O)C tert-butyl N-[cyclopentyl-(3,7-dimethyl-2,6-dioxo-purin-8-yl)methyl]carbamate